FC1=C(C=C(C=C1)F)C1N(CCCC1)C(=O)[O-] 2-(2,5-difluorophenyl)piperidine-1-carboxylate